BrC=1C=2N(C=CC1)C(=C(N2)CC)C(O)C2=CC(=C(C(=C2)F)F)F (8-bromo-2-ethylimidazo[1,2-a]pyridin-3-yl)(3,4,5-trifluorophenyl)methanol